(3z,6z,9z)-eicosatriene C=C\C=C/C=C\CCCCCCCCCCCCCC